ClC1=C(OC=2C(=CC=C3C[C@H](C(N(C23)C)=O)NC(=O)N)CO)C=C(C=C1)F ((3R)-8-(2-chloro-5-fluorophenoxy)-7-(hydroxymethyl)-1-methyl-2-oxo-1,2,3,4-tetrahydroquinolin-3-yl)urea